C(C)OC(=O)[C@H]1N[C@H](CC1)CC(=O)OCC.COC1=CC=C(C(=O)NCC=2N=CN(C2)C2=CC=C(C=C2)C2=NOC(=N2)C(F)(F)F)C=C1 4-methoxy-N-((1-(4-(5-(trifluoromethyl)-1,2,4-oxadiazol-3-yl)phenyl)-1H-imidazol-4-yl)methyl)benzamide Ethyl-(2S,5R)-5-(2-ethoxy-2-oxoethyl)pyrrolidine-2-carboxylate